o-bromo-α-bromoacetophenone BrC1=C(C=CC=C1)C(CBr)=O